1,4-butylenebis(4-aminobenzoate) C(CCCC1=C(C(=O)[O-])C=CC(=C1)N)C1=C(C(=O)[O-])C=CC(=C1)N